C[C@@H]1O[C@@H](CN(C1)C1=CC=CC(=N1)C=1N=C(SC1)CC(CCOC)=O)C (S)-4-(4-(6-(cis-2,6-dimethylmorpholino)pyridin-2-yl)thiazol-2-yl)-1-methoxy-3-oxobutane